C1(=CC=CC=C1)P([O-])(=O)C(CCCCC)CCCC phenyl-(n-butyl-n-hexyl)phosphinate